BrC=1C(=C(C=C(C1)Cl)C[C@@H](C(=O)OC)NC(=O)OC(C)(C)C)O methyl (2S)-3-(3-bromo-5-chloro-2-hydroxyphenyl)-2-[(tert-butoxycarbonyl) amino]propanoate